azetidin-1-yl-[(4S)-7,8-dichloro-6-(2,6-difluorophenyl)-4-methyl-4H-[1,2,4]triazolo[1,5-a][1,4]benzodiazepin-2-yl]methanone N1(CCC1)C(=O)C1=NN2C([C@@H](N=C(C3=C2C=CC(=C3Cl)Cl)C3=C(C=CC=C3F)F)C)=N1